C1(CC1)C(=O)N1[C@H]([C@H]([C@H](C1)F)NS(=O)(=O)CC)CC=1C=C(C=CC1)C1=C(C=CC=C1)F N-{(2S,3R,4S)-1-(cyclopropanecarbonyl)-4-fluoro-2-[(2'-fluoro[1,1'-biphenyl]-3-yl)methyl]pyrrolidin-3-yl}ethane-sulfonamide